(S)-2-{8-fluoro-2-[4-(3-methoxyphenyl)piperazin-1-yl]-3-[2-methoxy-5-(trifluoromethyl)phenyl]-3,4-dihydroquinazolin-4-yl}acetic acid FC=1C=CC=C2[C@@H](N(C(=NC12)N1CCN(CC1)C1=CC(=CC=C1)OC)C1=C(C=CC(=C1)C(F)(F)F)OC)CC(=O)O